(R)-7-((7-(3,9-diazaspiro[5.5]undecan-3-yl)heptyl)oxy)-N-(1-(3-bromophenyl)-ethyl)-6-methoxy-2-methylquinazolin-4-amine C1CN(CCC12CCNCC2)CCCCCCCOC2=C(C=C1C(=NC(=NC1=C2)C)N[C@H](C)C2=CC(=CC=C2)Br)OC